CC1(OB(OC1(C)C)C1=CCC(CC1)NC(OC(C)(C)C)=O)C tert-butyl N-[4-(4,4,5,5-tetramethyl-1,3,2-dioxaborolan-2-yl)cyclohex-3-en-1-yl]carbamate